tert-butyl (4-(4-(4-chloro-7,7-dimethyl-5-oxo-5,7-dihydroindolo[1,2-a]quinazolin-9-yl)piperidin-1-yl)cyclohexyl)carbamate ClC=1C=2C(N=C3N(C2C=CC1)C1=CC=C(C=C1C3(C)C)C3CCN(CC3)C3CCC(CC3)NC(OC(C)(C)C)=O)=O